C(C1=CC=CC=C1)OC1=CC=C(C=C1)C[C@@H](C(=O)OC)NC(CC1CCN(CC1)C(CCC1=CC(=C(C(=C1)OC)OC)OC)=O)=O Methyl (S)-3-(4-(benzyloxy)phenyl)-2-(2-(1-(3-(3,4,5-trimethoxyphenyl)propanoyl)piperidin-4-yl)acetamido)propanoate